1-(4-hydroxypiperidin-1-yl)-2-(methylamino)propan-1-one hydrochloride Cl.OC1CCN(CC1)C(C(C)NC)=O